N[C@H](C(=O)N1C2(CC2)CN(CC1)C)CC1=CC(=C(C=C1)OC1=C2C(=NC=C1)NC=C2C)F (S)-2-amino-3-(3-fluoro-4-((3-methyl-1H-pyrrolo[2,3-b]pyridin-4-yl)oxy)phenyl)-1-(7-methyl-4,7-diazaspiro[2.5]octan-4-yl)propan-1-one